CC=1C=2N(C(NC1)=S)C=NN2 8-methyl-[1,2,4]triazolo[4,3-c]pyrimidin-5(6H)-thione